(-)-trans-6-[3-(4-tert-butylphenyl)azetidine-1-carbonyl]-4,4a,5,7,8,8a-hexahydropyrido[4,3-b][1,4]oxazin-3-one C(C)(C)(C)C1=CC=C(C=C1)C1CN(C1)C(=O)N1C[C@@H]2[C@H](OCC(N2)=O)CC1